4-(2-acryloyl-1,2,3,4-tetrahydroisoquinolin-7-yl)-5-fluoro-2,3-dimethyl-1H-indole-7-carboxamide C(C=C)(=O)N1CC2=CC(=CC=C2CC1)C1=C2C(=C(NC2=C(C=C1F)C(=O)N)C)C